C(C)N1C=2N(C(N=C(C2N=C1CC#N)N1[C@H](CN([C@@H](C1)C)C(C)C1=CC(=C2C(=N1)OC(CO2)(C)C)F)C)=O)C 2-(9-ethyl-6-((2S,5R)-4-(1-(8-fluoro-3,3-dimethyl-2,3-dihydro-[1,4]dioxino[2,3-b]pyridin-6-yl)ethyl)-2,5-dimethylpiperazin-1-yl)-3-methyl-2-oxo-3,9-dihydro-2H-purin-8-yl)acetonitrile